BrC1=C(C=O)C=CC(=C1)C(=O)C1(CCCCC1)O bromo-4-(1-hydroxycyclohexane-1-carbonyl)benzaldehyde